di-methyl diphosphonate P(=O)(OC)OP(=O)OC